C(C)[C@H]1[C@H](NC(C1)=O)COC1=CC=CC2C=C(C=3N(C12)C=CN3)C#N 9-(((2s,3r)-3-ethyl-5-oxopyrrolidin-2-yl)methoxy)-5a,9a-dihydroimidazo[1,2-a]quinoline-4-carbonitrile